(S)-5-bromo-7-chloro-2-(1-cyclopropylethyl)isoindolin-1-one BrC=1C=C2CN(C(C2=C(C1)Cl)=O)[C@@H](C)C1CC1